N-[2-[(4-bromo-2-methyl-pyrazol-3-yl)methyl-amino]ethyl]-N-methyl-carbamic acid tert-butyl ester C(C)(C)(C)OC(N(C)CCNCC=1N(N=CC1Br)C)=O